C(C)OC(COC=1C(=CC=2N(C1)C=CN2)Cl)=O 2-((7-chloroimidazo[1,2-a]pyridin-6-yl)oxy)acetic acid ethyl ester